1-(8-fluoro-7-(8-fluoronaphthalen-1-yl)-2-((hexahydro-1H-pyrrolizine-7a-yl)methoxy)pyrido[4,3-d]pyrimidin-4-yl)piperidine-3-carboxamide FC1=C(N=CC2=C1N=C(N=C2N2CC(CCC2)C(=O)N)OCC21CCCN1CCC2)C2=CC=CC1=CC=CC(=C21)F